OC[C@H](C(=O)O)CCC (R)-2-HYDROXYMETHYL-PENTANOIC ACID